N(=[N+]=[N-])[C@@](C=O)(O)[C@@H](O)[C@@H](O)[C@H](O)CO 2-azido-galactose